2-amino-N,3-dimethyl-benzamide NC1=C(C(=O)NC)C=CC=C1C